[2-[1-(3,3-dimethylcyclohexyl)ethoxy]-2-methylpropyl] propanoate C(CC)(=O)OCC(C)(C)OC(C)C1CC(CCC1)(C)C